5,6-dihydro-4H-pyrrolo[3,4-c]isoxazole N=1OC=C2C1CNC2